C(#N)CC1CC(C1)(C1=NN=CN1C)C=1C=C(C=CC1)NC(=O)C1=CC(=C2C(=N1)C(CC2)(C)C)CNCC2CCCCC2 N-(3-((1s,3s)-3-(cyanomethyl)-1-(4-methyl-4H-1,2,4-triazol-3-yl)cyclobutyl)phenyl)-4-(((cyclohexylmethyl)amino)methyl)-7,7-dimethyl-6,7-dihydro-5H-cyclopenta[b]pyridine-2-carboxamide